IC#CCOC(NCCCC)=O N-butyl-carbamic acid 3-iodo-2-propynyl ester